NC=1C=C(C=CC1)C=1N(N=C2C1N=CN(C2=O)CC2(CCN(CC2)C(C[C@@H](C)C2=CC=CC=C2)=O)O)C (R)-3-(3-Aminophenyl)-6-((4-hydroxy-1-(3-phenylbutanoyl)piperidin-4-yl)methyl)-2-methyl-2H-pyrazolo[4,3-d]pyrimidin-7(6H)-one